COC1=C2C=CC(OC2=CC=C1C(=O)NC1=CC=C2C(=NN(C2=C1)CCC1=CC=NC=C1)C)(C)C 5-Methoxy-2,2-dimethyl-N-(3-methyl-1-(2-(pyridin-4-yl)ethyl)-1H-indazol-6-yl)-2H-chromene-6-carboxamide